phosphonoformic acid, trisodium salt [Na+].[Na+].[Na+].P(=O)(O)(O)C(=O)[O-].P(=O)(O)(O)C(=O)[O-].P(=O)(O)(O)C(=O)[O-]